(diphenylamino)-[1,1'-biphenyl] C1(=CC=CC=C1)N(C1=CC=CC=C1)C1=C(C=CC=C1)C1=CC=CC=C1